[Mg].[Fe].[Ni].[Mn].[Al] aluminum-manganese-nickel-iron-magnesium